NCC1=NC=CC(=C1)C=1C=C2C(=NN(C2=CC1)C)COC1=C(C=CC(=C1)OC)CC(=O)OCC ethyl 2-(2-((5-(2-(aminomethyl)pyridin-4-yl)-1-methyl-1H-indazol-3-yl)methoxy)-4-methoxyphenyl)acetate